CO[C@@H](CN(CC[C@@H](C(=O)O)NC1=NC(=NC=C1)OC)CCCCC1=NC=2NCCCC2C=C1)C (S)-4-(((R)-2-methoxypropyl)(4-(5,6,7,8-tetrahydro-1,8-naphthyridin-2-yl)butyl)amino)-2-((2-methoxypyrimidin-4-yl)amino)butanoic acid